Pyrrolo[1,2-a]Pyrazin-1-one C1(C=2N(C=CN1)C=CC2)=O